methyl 2-(1-hydroxyethyl)-3-oxo-1,2,3,4-tetrahydroQuinoxaline-6-carboxylate OC(C)C1NC2=CC=C(C=C2NC1=O)C(=O)OC